4-(4-bromophenyl)-1-(1-(2-(trimethylsilyl)ethoxy)methyl)-1H-pyrazole BrC1=CC=C(C=C1)C=1C=NN(C1)COCC[Si](C)(C)C